6-[5-[(1S)-1-[[6,8-bis(trifluoromethyl)quinazolin-4-yl]-ethyl-amino]ethyl]-1,2,4-triazol-1-yl]pyridine-3-carbonitrile FC(C=1C=C2C(=NC=NC2=C(C1)C(F)(F)F)N([C@@H](C)C1=NC=NN1C1=CC=C(C=N1)C#N)CC)(F)F